(5S)-5-ethyl-N-[(3S)-5-methyl-4-oxo-2,3-dihydro-1,5-benzoxazepin-3-yl]-6,7-dihydro-5H-pyrrolo[1,2-b][1,2,4]triazole-2-carboxamide C(C)[C@H]1CCC=2N1N=C(N2)C(=O)N[C@H]2COC1=C(N(C2=O)C)C=CC=C1